C1(CCCC1)NC1CC=2C=C(C=C3C(C4=C(N(C23)C1)CN1C(C2=C(C=C14)[C@@](C(OC2)=O)(O)CC)=O)=O)F (9S)-2-(cyclopentylamino)-9-ethyl-5-fluoro-9-hydroxy-2,3,12,15-tetrahydro-1H,7H,13H-pyrano[3',4':6,7]indolizino[2,1-b]pyrido[3,2,1-ij]quinoline-7,10,13(9H)-trione